pyridinium pyridine p-toluenesulfonate CC1=CC=C(C=C1)S(=O)(=O)[O-].N1=CC=CC=C1.[NH+]1=CC=CC=C1